NCCNCCC[Si](O)(O)C N-(beta-aminoethyl)-gamma-aminopropylmethyl-dihydroxysilane